C(CCC)OCCOC1=CC=C(C=N1)C=1N=C(NC(C1)=O)C=1C=C(CNC(C(C)C)=O)C=CC1Cl N-(3-{4-[6-(2-butoxyethoxy)pyridin-3-yl]-6-oxo-1,6-dihydropyrimidin-2-yl}-4-chlorobenzyl)isobutyramide